3-methoxy-4-[6-(D-prolylamino)pyridin-3-yl]benzoic acid COC=1C=C(C(=O)O)C=CC1C=1C=NC(=CC1)NC([C@@H]1NCCC1)=O